3-((3-butyl-7-(ethylthio)-5-(4-fluorophenyl)-2-methyl-1,1-dioxido-2,3,4,5-tetrahydro-1,2,5-benzothiadiazepin-8-yl)oxy)-2-hydroxypropanoic acid C(CCC)C1N(S(C2=C(N(C1)C1=CC=C(C=C1)F)C=C(C(=C2)OCC(C(=O)O)O)SCC)(=O)=O)C